2-(1-(7-methoxy-6-(methoxymethoxy)quinolin-4-yl)piperidin-4-yl)propan-1-amine COC1=C(C=C2C(=CC=NC2=C1)N1CCC(CC1)C(CN)C)OCOC